C(C1=CC=CC=C1)C1=CC(=NO1)C(=O)NC1CCC2=C(N(C1=O)C)C=C(S2)Cl 5-benzyl-N-(2-chloro-4-methyl-5-oxo-4h,5h,6h,7h,8h-thieno[3,2-b]azepin-6-yl)-1,2-oxazole-3-carboxamide